(2S,4S,6S)-6-(4-((3'-fluoro-5'-methoxy-[1,1'-biphenyl]-4-yl)methyl)-2,5-dimethylthiophene-3-carboxamido)spiro[3.3]heptane-2-carboxylic acid FC=1C=C(C=C(C1)OC)C1=CC=C(C=C1)CC=1C(=C(SC1C)C)C(=O)NC1CC2(CC(C2)C(=O)O)C1